2-[4-[(E)-2-[7-[(E)-2-(benzyloxy)-4-[bis(2-hydroxyethyl)amino]styryl]-2,3-dihydrothieno[3,4-b][1,4]dioxin-5-yl]vinyl]-3-cyano-5,5-dimethylfuran-2(5H)-ylidene]malononitrile C(C1=CC=CC=C1)OC1=C(/C=C/C=2SC(=C3C2OCCO3)/C=C/C3=C(C(OC3(C)C)=C(C#N)C#N)C#N)C=CC(=C1)N(CCO)CCO